3-((2-methylenehexyl)oxy)butyronitrile C=C(COC(CC#N)C)CCCC